[N+]1(=CC=CC=C1)C1=C(C(C2=CC=CC=C2C1=O)=O)[O-] pyridinio-naphthoquinonolate